BrC=1C=NN2C1N=C1C(=C2N([C@@H]2C[C@H](CC2)NC(OC(C)(C)C)=O)CC2=CC=C(C=C2)OC)C[C@H](C12CCCC2)CO tert-butyl ((1S,3S)-3-(((R)-3-bromo-6-(hydroxymethyl)-6,7-dihydrospiro[cyclopenta[d]pyrazolo[1,5-a]pyrimidine-5,1'-cyclopentan]-8-yl)(4-methoxybenzyl)amino)cyclopentyl)carbamate